((S)-1-(4-((2-((3S,4S)-4-amino-3-methyl-2-oxa-8-azaspiro[4.5]decan-8-yl)pyrido[2,3-b]pyrazin-6-yl)thio)-3-chloropyridin-2-yl)pyrrolidin-2-yl)methanol N[C@@H]1[C@@H](OCC12CCN(CC2)C=2N=C1C(=NC2)N=C(C=C1)SC1=C(C(=NC=C1)N1[C@@H](CCC1)CO)Cl)C